3-{3-bromo-4-chloro-1H-pyrrolo[3,2-c]pyridin-1-yl}propanamide BrC1=CN(C2=C1C(=NC=C2)Cl)CCC(=O)N